4-(2-chloroethylsulfonyl)phenol ClCCS(=O)(=O)C1=CC=C(C=C1)O